benzhydryl (3R,5R,6R)-3-(4-(((E)-benzylidene)amino)-2,3-dioxopiperazin-1-yl)-7-oxo-6-(2-phenylacetamido)-4-thia-1-azabicyclo[3.2.0]heptane-3-carboxylate C(/C1=CC=CC=C1)=N\N1C(C(N(CC1)[C@@]1(CN2C([C@H]([C@H]2S1)NC(CC1=CC=CC=C1)=O)=O)C(=O)OC(C1=CC=CC=C1)C1=CC=CC=C1)=O)=O